2-chloro-4-(4-Fluorophenyl)pyrimidine ClC1=NC=CC(=N1)C1=CC=C(C=C1)F